BrC1=C2C=NN(C2=CC(=C1Cl)F)C1OCCCC1 4-Bromo-5-chloro-6-fluoro-1-(tetrahydro-2H-pyran-2-yl)-1H-indazole